1-(1-Ethoxyethyl)-4-iodo-1H-pyrazole C(C)OC(C)N1N=CC(=C1)I